C1(CC1)CC#C[Si](C)(C)C (3-cyclopropylprop-1-ynyl)trimethylsilane